1-(benzo[h]quinolin-6-yl)ethanone N1=CC=CC2=CC(=C3C(=C12)C=CC=C3)C(C)=O